4-methoxy-2H-[1,2,4]Triazino[4,5-a]Indol-1-one COC1=NNC(C=2N1C=1C=CC=CC1C2)=O